[1-[2-[2-(2-methoxyethyl)-1-oxo-isoindolin-5-yl]-6-methyl-4-oxo-chromen-8-yl]ethylamino]benzoic acid COCCN1C(C2=CC=C(C=C2C1)C=1OC2=C(C=C(C=C2C(C1)=O)C)C(C)NC1=C(C(=O)O)C=CC=C1)=O